BrC1=CC2=C(CNC2=O)S1 2-Bromo-5,6-dihydro-4H-thieno[2,3-c]pyrrol-4-one